rac-2-fluoro-4-(1-hydroxy-2-((3aR,5r,6aS)-5-(4-methoxyphenoxy)hexahydrocyclopenta[c]pyrrol-2(1H)-yl)ethyl)phenol FC1=C(C=CC(=C1)C(CN1C[C@@H]2[C@H](C1)CC(C2)OC2=CC=C(C=C2)OC)O)O